OC=1C=C(C=CC1O)[C@H]1OC=2C=C(C=C(C2C[C@H]1O)O)O (2R,3R)-2-(3,4-dihydroxyphenyl)chromane-3,5,7-triol